tert-butyl(1-(5-((7-chloro-2-methylbenzo[d]thiazol-6-yl)thio)pyrazin-2-yl)-4-methylpiperidin-4-yl)carbamate C(C)(C)(C)OC(NC1(CCN(CC1)C1=NC=C(N=C1)SC1=C(C2=C(N=C(S2)C)C=C1)Cl)C)=O